FC1=CC=C(C=C1)NC(=O)C1(CC1)C(=O)N N'-(4-fluorophenyl)-1,1-cyclopropane-dicarboxamide